17-(cyclobutylmethyl)-4,14-dihydroxy-6-oxo-morphinan-3-carboxamide C1(CCC1)CN1[C@H]2[C@@]3(CCC(C[C@@]3(C=3C(=C(C=CC3C2)C(=O)N)O)CC1)=O)O